methyl 2-{2-[(tert-butoxycarbonyl)amino]pyrimidin-4-yl}-3-[(3-chloro-2-methoxyphenyl)amino]-4-oxo-1H,5H,6H,7H-pyrrolo[3,2-c]pyridine-6-carboxylate C(C)(C)(C)OC(=O)NC1=NC=CC(=N1)C1=C(C=2C(NC(CC2N1)C(=O)OC)=O)NC1=C(C(=CC=C1)Cl)OC